(S)-4-(pyrrolidin-3-yloxy)-benzonitrile N1C[C@H](CC1)OC1=CC=C(C#N)C=C1